sodium N-lauroylaspartate C(CCCCCCCCCCC)(=O)N[C@@H](CC(=O)[O-])C(=O)[O-].[Na+].[Na+]